FC1=NC(=CC=C1C1=NN2C(N=CC=C2)=C1C(=O)N[C@@H]1C(NC2=C(C(=N1)C1=CC=CC=C1)C=CC=C2)=O)NC(C)C 2-[2-Fluoro-6-(propan-2-ylamino)pyridin-3-yl]-N-[(3S)-2-oxo-5-phenyl-1,3-dihydro-1,4-benzodiazepin-3-yl]pyrazolo[1,5-a]pyrimidine-3-carboxamide